methyl 2-(6-bromo-1-oxospiro[3H-isoquinoline-4,1'-cyclobutane]-2-yl)acetate BrC=1C=C2C(=CC1)C(N(CC21CCC1)CC(=O)OC)=O